2-{6-[(3R)-3-(methylamino)pyrrolidin-1-yl]pyridazin-3-yl}-5-(1,3-oxazol-2-yl)pyridin-3-ol methyl-4-(3-(3-fluoro-5-(trifluoromethyl)pyridin-2-yl)ureido)-3-iodobenzoate CC1=C(C(=O)OC=2C(=NC=C(C2)C=2OC=CN2)C=2N=NC(=CC2)N2C[C@@H](CC2)NC)C=CC(=C1I)NC(=O)NC1=NC=C(C=C1F)C(F)(F)F